tert-butyl 2-chloro-8-ethyl-7-oxo-7,8-dihydro-6H-spiro[1,6-naphthyridine-5,3'-oxetane]-8-carboxylate ClC1=NC=2C(C(NC3(COC3)C2C=C1)=O)(C(=O)OC(C)(C)C)CC